BrC=1C=C(C=CC1F)/C=C/C(=O)C1=CC=C(C=C1)S(=O)(=O)N(CC(=O)O)C 2-[[4-[(E)-3-(3-Bromo-4-fluorophenyl)prop-2-enoyl]phenyl]sulfonyl-methylamino]acetic acid